5-((R)-1-(3,5-dichloropyridin-4-yl)ethoxy)-N-(1-((S)-2-hydroxypropyl)-1H-pyrazol-4-yl)-1H-indazole-3-carboxamide ClC=1C=NC=C(C1[C@@H](C)OC=1C=C2C(=NNC2=CC1)C(=O)NC=1C=NN(C1)C[C@H](C)O)Cl